(±)-1-bromo-2-((methylsulfinyl)methyl)-4-nitrobenzene BrC1=C(C=C(C=C1)[N+](=O)[O-])C[S@](=O)C |r|